8-bromo-3,4-dihydro-2H-[1,4]dioxepino[2,3-b]pyridine BrC=1C=C2C(=NC1)OCCCO2